(2-hydroxyethoxy)cyclopentane-1,2-diol OCCOC1(C(CCC1)O)O